C[C@@]1(N(CCC1)S(=O)(=O)C1=CC=C(C=C1)NC(=O)NC1=CC=CC=C1)C(=O)O.C1(=CC=CC=C1)C=1N=C(NC1)C1=CSC=C1 4-phenyl-2-(3-thienyl)imidazole Methyl-((4-(3-phenylureido)phenyl)sulfonyl)-L-prolinate